8'-(1H-indazol-4-yl)-3'-methylspiro[cyclopropane-1,1'-pyrrolo[2,3-c]quinolin] N1N=CC2=C(C=CC=C12)C1=CC=2C3=C(C=NC2C=C1)N(CC31CC1)C